BrC1=CC=C(C=N1)C(C(F)F)N 1-(6-bromo-3-pyridinyl)-2,2-difluoro-ethylamine